FC(C=1C=C(C=C(C1)C(F)(F)F)C(C(=O)N(C)C=1C(=CC(=NC1)[C@H]1CN(CCC1)S(=O)(=O)C)C1=C(C=C(C=C1)F)C)(C)C)(F)F |r| (RS)-2-(3,5-bis-trifluoromethyl-phenyl)-N-[4-(4-fluoro-2-methyl-phenyl)-1'-methanesulfonyl-1',2',3',4',5',6'-hexahydro-[2,3']bipyridinyl-5-yl]-N-methyl-isobutyramide